ClC=1C(N(C(=CC1OCC1=NC=C(C=C1F)F)C)C1=CC(=NC=C1Cl)N1N=C(C=C1)C(C)(C)O)=O (S)-3,5'-Dichloro-4-((3,5-difluoropyridin-2-yl)methoxy)-2'-(3-(2-hydroxypropan-2-yl)-1H-pyrazol-1-yl)-6-methyl-2H-[1,4'-bipyridine]-2-one